N(=C=O)C1=CC=C(C=C1)C (4-isocyanatophenyl)methan